C1(CC1)C=1C=C(C=C(C1)N1CCC(CC1)(F)F)NC(C1=C(N=C(C=C1)NS(=O)(=O)CCO)N1CCC2(CC2)CC1)=O N-(3-Cyclopropyl-5-(4,4-difluoropiperidin-1-yl)phenyl)-6-((2-hydroxyethyl)sulfonamido)-2-(6-azaspiro[2.5]octan-6-yl)nicotinamide